ClC=1N=C2C(=C(C(N(C2=CC1)C)=O)C#N)N1CCC(CC1)NC1=C(C=C(C=C1)Cl)O 6-chloro-4-[4-(4-chloro-2-hydroxy-anilino)-1-piperidinyl]-1-methyl-2-oxo-1,5-naphthyridine-3-carbonitrile